CN1N=C(C2=CC=C(C=C12)C1CN(C1)CC1CNCCC1)N1C(NC(CC1)=O)=O 1-{1-methyl-6-[1-(piperidin-3-ylmethyl)azetidin-3-yl]indazol-3-yl}-1,3-diazinane-2,4-dione